methyl-3,4-epoxycyclohexyl-Carboxylate COC(=O)C1CC2C(CC1)O2